O1CCC(CC1)NC1=NC=CC(=N1)C1=CC=C2CN(C(C2=C1)=O)C(C(=O)N)C 2-(6-{2-[(oxan-4-yl)amino]pyrimidin-4-yl}-1-oxo-2,3-dihydro-1H-isoindol-2-yl)propanamide